N,N,4-trimethylanilineamine oxide C[N+](NC1=CC=C(C=C1)C)(C)[O-]